ClC1=CC=C(C=C1)C1=NC(=NC(=N1)C1=CC=CC=C1)C=1C=C(C(=CC1)C1=CC=C(C=C1)C#N)C1=CC=C(C=C1)C#N 4'-(4-(4-chlorophenyl)-6-phenyl-1,3,5-triazin-2-yl)-[1,1':2',1''-terphenyl]-4,4''-dicarbonitrile